N1N=C(C=C1)C(=O)N1CCC2(C(C2)CNC(=O)C2=CC=3C(=CN=CC3)O2)CC1 N-[[6-(1H-pyrazole-3-carbonyl)-6-azaspiro[2.5]octan-2-yl]methyl]furo[2,3-c]pyridine-2-carboxamide